FC(C1=NC(=NC=C1)NC(O[C@@H]1[C@@H]2[C@@]([C@H](OC1)CO)(OC(O2)(C)C)C(C)(C)C)=O)(F)F tert-butyl((3aR,4R,7S,7aR)-4-(hydroxymethyl)-2,2-dimethyltetrahydro-4H-[1,3]dioxolo[4,5-c]pyran-7-yl) (4-(trifluoromethyl)pyrimidin-2-yl)carbamate